C(C)(C)(C)C1=CC=C(C=C1)C=1N=C2SCN(CN2C(C1C#N)=O)CC 8-(4-tert-butylphenyl)-3-ethyl-6-oxo-2H,3H,4H,6H-pyrimido[2,1-b][1,3,5]thiadiazine-7-carbonitrile